C=1N=CN2C1C(=CC=C2)C(=O)N2C[C@H]([C@@H](CC2)CC(C)(C)C)[N+](=O)[O-] imidazo[1,5-a]pyridin-8-yl((3S,4R)-4-neopentyl-3-nitropiperidin-1-yl)methanone